2-({2-[4-(2-hydroxyethoxy)pyridin-2-yl]-5,5-dimethyl-5H,6H,7H-cyclopenta[d]pyrimidin-4-yl}(methyl)amino)-N-(6-methoxypyridin-3-yl)acetamide OCCOC1=CC(=NC=C1)C=1N=C(C2=C(N1)CCC2(C)C)N(CC(=O)NC=2C=NC(=CC2)OC)C